C1(CC1)C=1C=C(C=2N(C1)C=C(N2)C(=O)N2C[C@H]([C@@]1(CC2)NCC2=CC=CC=C2C1)O)C(C)OC [6-cyclopropyl-8-(1-methoxyethyl)imidazo[1,2-a]pyridin-2-yl][(3R,3'R)-3'-hydroxy-1,4-dihydro-1'H,2H-spiro[isoquinoline-3,4'-piperidin]-1'-yl]methanone